Cl.C(=O)(O)CCP(CCC(=O)O)CCC(=O)O tris(2-carboxyethyl)phosphine hydrochloride salt